NC1=NNC2=CC=C(C=C12)C1=CC(=NC=C1)NC(=O)NC1=C(C=CC=C1)CC (4-(3-amino-1H-indazol-5-yl)pyridine-2-yl)-3-(2-ethylphenyl)urea